C(C=C)(=O)N1C(COCC1)C1=CC(=NC(=C1)Cl)C=1C=CC(=C(C(=O)N)C1)F 5-(4-(4-acryloylmorpholin-3-yl)-6-chloropyridin-2-yl)-2-fluorobenzamide